O=C1NC(CCC1N1C(C2=CC=C(C=C2C1=O)N1CCC(CC1)CN1CCN(CC1)CCN1[C@H](CN(CC1)C1=NC=NC(=C1)C1=NNC2=CC=C(C=C12)OC(C)C)C)=O)=O 2-(2,6-dioxo-3-piperidyl)-5-[4-[[4-[2-[(2S)-4-[6-(5-isopropoxy-1H-indazol-3-yl)pyrimidin-4-yl]-2-methyl-piperazin-1-yl]ethyl]piperazin-1-yl]methyl]-1-piperidyl]isoindoline-1,3-dione